1-(6-Methanesulfonyl-2,3-dihydro-indol-1-yl)-2-((R)-3-methyl-piperazin-1-yl)-ethanone hydrochloride salt Cl.CS(=O)(=O)C1=CC=C2CCN(C2=C1)C(CN1C[C@H](NCC1)C)=O